ClC1=C(C=CC=C1)[C@]1(C(CCCC1)=O)N(C(=O)OC(C)N(CC(=O)O)C(C)=O)C.OC1=C(C=CC(=C1)O)/C=C/C(=O)NCCNC(\C=C\C1=CC(=CC=C1)C(F)(F)F)=O (E)-3-(2,4-dihydroxyphenyl)-N-[2-((E)-3-[3-(trifluoromethyl)phenyl]acrylamido)ethyl]acrylamide 1-((((R)-1-(2-chlorophenyl)-2-oxocyclohexyl)(methyl)carbamoyl)oxy)ethyl-acetylglycinate